FC1(CC(OCC1)\C=N\[S@](=O)C(C)(C)C)F (R)-N-((E)-(4,4-Difluorotetrahydro-2H-pyran-2-yl)methylene)-2-methylpropane-2-sulfinamide